C(C)(C)(C)OC(=O)N1C(CN(CC1C)C1=C(CN(S(=O)(=O)C=2C=CC3=C(C(=C(O3)C(=O)O)C)C2)CCC2=CC=CC=C2)C=CC=C1)C 5-(N-(2-(4-(tert-Butoxycarbonyl)-3,5-dimethylpiperazin-1-yl)benzyl)-N-phenethylsulfamoyl)-3-methylbenzofuran-2-carboxylic acid